NCC=1C=C(C=CC1)N1N=C(C=C1C(=O)NC1=CC(=CC=C1)[C@H](NCC1CC1)C1=CC=C(C=C1)N)C(F)(F)F |r| Racemic-1-(3-(aminomethyl)phenyl)-N-(3-((4-aminophenyl)(cyclopropylmethyl-amino)methyl)phenyl)-3-(trifluoromethyl)-1H-pyrazole-5-carboxamide